FC(CC[Sn](CCC(C(C(C(C(C(F)(F)F)(F)F)(F)F)(F)F)(F)F)(F)F)=O)(C(C(C(C(C(F)(F)F)(F)F)(F)F)(F)F)(F)F)F bis(3,3,4,4,5,5,6,6,7,7,8,8,8-tridecafluorooctyl)tin oxide